C(C)(C)(C)OC(=O)NCC(C(C)C)N1C(=CC2=C1N=C(N=C2)Cl)C(=O)O 7-[1-[(tert-butoxycarbonylamino)methyl]-2-methyl-propyl]-2-chloro-pyrrolo[2,3-d]pyrimidine-6-carboxylic acid